[Na].BrCCO 2-bromoethanol sodium